6-[5-[[2-(4-fluoro-1-methyl-6,7-dihydro-5H-cyclopenta[c]pyridin-6-yl)ethylamino]methyl]-2-oxo-1,3-oxazolidin-3-yl]-4H-pyrazino[2,3-b][1,4]oxazin-3-one FC=1C2=C(C(=NC1)C)CC(C2)CCNCC2CN(C(O2)=O)C2=NC1=C(OCC(N1)=O)N=C2